BrC=1C=C(C2=C(N(C=N2)C)C1)NC(=O)C=1C(N(C=C(C1)C=O)CC(F)(F)F)=O N-(6-Bromo-1-methyl-1H-benzo[d]imidazol-4-yl)-5-formyl-2-oxo-1-(2,2,2-trifluoroethyl)-1,2-dihydropyridine-3-carboxamide